CC1=CC=CN2C1=NC1=C2C=CC=C1 4-methylpyrido[1,2-a]benzimidazole